N=1N(N=C2C1C=CC=C2)C2=C(C(=CC(=C2)C2(CC=CC=C2)C)C2(CC=CC=C2)C)O 2-(2H-benzotriazol-2-yl)-4,6-bis(1-methylphenyl)phenol